ClC=1C=C2C(=NC1OC)C(=C(N2)C=2NC=NN2)C=2C=NNC2 5-(6-chloro-5-methoxy-3-(1H-pyrazol-4-yl)-1H-pyrrolo[3,2-b]pyridin-2-yl)-4H-1,2,4-triazol